1-bromo-3-(methoxymethoxy)-8-methylnaphthalene BrC1=CC(=CC2=CC=CC(=C12)C)OCOC